C(C)OC(CC1=CC(=CC=C1)C=1C(NC2=CC(=C(C=C2C1)C1=CC=C(C=C1)C1(CCC1)O)Cl)=O)=O 2-(3-(7-chloro-6-(4-(1-hydroxycyclobutyl)phenyl)-2-oxo-1,2-dihydroquinolin-3-yl)phenyl)acetic acid ethyl ester